6-(2-amino-5-(3-((dimethylamino)methyl)-4-thiomorpholinophenyl)-6-fluoropyridin-3-yl)-3,4-dihydroisoquinolin-1(2H)-one NC1=NC(=C(C=C1C=1C=C2CCNC(C2=CC1)=O)C1=CC(=C(C=C1)N1CCSCC1)CN(C)C)F